ClC1=CC(=C(C=C1)C1=CC(=NC2=NC(=C(N=C21)C)C)[C@@H]2C[C@@H](OCC2)C=2C=NN(C2)C)F 8-(4-chloro-2-fluorophenyl)-2,3-dimethyl-6-((2R,4S)-2-(1-methyl-1H-pyrazol-4-yl)tetrahydro-2H-pyran-4-yl)pyrido[2,3-b]pyrazine